OC1=NOC2=C(C=C1)C=CC(=C2O)CN2CCC(CC2)C2=CC=CC=C2 3,9-dihydroxy-8-((4-phenylpiperidin-1-yl)methyl)benzo[5,6]oxazepin